FC(OC=1C=C(C=CC1)N1C(C(C2=CC(=CC=C12)C(=O)NC1(CS(C1)(=O)=O)C)C(C)C)=O)F 1-(3-(difluoromethoxy)phenyl)-3-isopropyl-N-(3-methyl-1,1-dioxidothietan-3-yl)-2-oxoindoline-5-carboxamide